tert-butyl (7-bromo-1-(hydroxymethyl)-4-oxo-3,4-dihydropyrido[3,4-d]pyridazin-5-yl)(methyl-d3)carbamate BrC1=CC2=C(C(NN=C2CO)=O)C(=N1)N(C(OC(C)(C)C)=O)C([2H])([2H])[2H]